1-(4-bromophenyl)-2-((2-methyl-1-trityl-1H-imidazol-4-yl)methoxy)ethan-1-ol BrC1=CC=C(C=C1)C(COCC=1N=C(N(C1)C(C1=CC=CC=C1)(C1=CC=CC=C1)C1=CC=CC=C1)C)O